Phenyl-(S)-3-(3-methoxyphenyl)-3,4-dihydropyridine-1(2H)-carboxylate C1(=CC=CC=C1)OC(=O)N1C[C@@H](CC=C1)C1=CC(=CC=C1)OC